(Boc)-(2-(aminomethyl)phenyl)boronic acid C(=O)(OC(C)(C)C)OB(O)C1=C(C=CC=C1)CN